ClC1=NC(=NC(=N1)OC)C(CCCN)(N)C1=NC(=NC(=N1)Cl)OC bis(4-chloro-6-methoxy-1,3,5-triazin-2-yl)butane-1,4-diamine